N1,N5-dihexyl-1,5-naphthalenediamine C(CCCCC)NC1=CC=CC=2C(=CC=CC12)NCCCCCC